7-isopropyl-2-((6-methyl-2,3-dihydrobenzofuran-5-yl)amino)-9-(tetrahydro-2H-pyran-4-yl)-7,9-dihydro-8H-purin-8-one C(C)(C)N1C(N(C2=NC(=NC=C12)NC=1C(=CC2=C(CCO2)C1)C)C1CCOCC1)=O